3,6-bis(4-aminobenzoyloxy)cholane NC1=CC=C(C(=O)OC2CC3C(C[C@H]4[C@@H]5CC[C@H]([C@@H](CCC)C)[C@]5(CC[C@@H]4[C@]3(CC2)C)C)OC(C2=CC=C(C=C2)N)=O)C=C1